5-(3-methoxyphenyl)-3-(octahydro-2H-quinolizin-2-yl)-1H-indazole COC=1C=C(C=CC1)C=1C=C2C(=NNC2=CC1)C1CC2CCCCN2CC1